(R)-4-((3-(2-((Methyl(2,2,2-trifluoroethyl)amino)methyl)acrylamido)piperidin-1-yl)methyl)-N-(4-(4-morpholino-7H-pyrrolo[2,3-d]pyrimidin-6-yl)phenyl)picolinamide CN(CC(F)(F)F)CC(C(=O)N[C@H]1CN(CCC1)CC1=CC(=NC=C1)C(=O)NC1=CC=C(C=C1)C1=CC2=C(N=CN=C2N2CCOCC2)N1)=C